2-Phenylphenylpropyl-imidazole C1(=CC=CC=C1)C1=C(C=CC=C1)CCCC=1NC=CN1